C(C)N(C(C1=C(C=CC=C1)F)=O)C1=CC(=CC=C1)O N-ethyl-2-fluoro-N-(3-hydroxyphenyl)benzamide